C1(=CC=CC=C1)[S+](C1=CC=C(C=C1)F)C1=CC=C(C=C1)F phenylbis(4-fluorophenyl)sulfonium